C(C)(=O)C=1C=C(C=C2C(N(C(=NC12)C1(CCOCC1)C)C)=O)C 8-acetyl-3,6-dimethyl-2-(4-methyltetrahydropyran-4-yl)quinazolin-4-one